2-((1r,4r)-4-hydroxycyclohexylamino)-4-(1-methylcyclopropyl-amino)pyrimidine-5-carbonitrile OC1CCC(CC1)NC1=NC=C(C(=N1)NC1(CC1)C)C#N